N-(4-benzooxazole-2-yl-phenyl)-N-(4-naphthalene-2-yl-phenyl)-N-{4-(2-phenyl-benzooxazole-6-yl)-phenyl}-amine O1C(=NC2=C1C=CC=C2)C2=CC=C(C=C2)N(C2=CC=C(C=C2)C2=CC1=C(N=C(O1)C1=CC=CC=C1)C=C2)C2=CC=C(C=C2)C2=CC1=CC=CC=C1C=C2